N-(3-fluorophenyl)-1H-indazol FC=1C=C(C=CC1)N1N=CC2=CC=CC=C12